C(C)N1C2=C(OCC1=O)C(=CC(=C2)NC2=NC=C(C(=N2)C2=C(C=C(C=C2)F)OC)F)CN2CCNCC2 4-Ethyl-6-((5-fluoro-4-(4-fluoro-2-methoxyphenyl)pyrimidin-2-yl)amino)-8-(piperazin-1-ylmethyl)-2H-benzo[b][1,4]oxazin-3(4H)-one